2-bromo-5-phenyl-5,6,7,8-tetrahydro-[1,2,4]triazolo[1,5-a]pyridine BrC1=NN2C(CCCC2C2=CC=CC=C2)=N1